1-(1-cyclopropyl-4-fluoro-indazol-5-yl)-3-[(4S)-2-(4-fluoro-3,5-dimethyl-phenyl)-4-methyl-4,5,6,7-tetrahydropyrazolo[4,3-c]pyridin-3-yl]imidazol-2-one C1(CC1)N1N=CC2=C(C(=CC=C12)N1C(N(C=C1)C=1N(N=C2C1[C@@H](NCC2)C)C2=CC(=C(C(=C2)C)F)C)=O)F